C1(CC1)C1=CC=2N(C(=C1)N1C(N(C(C1)=O)C)=O)N=C(C2)CNS(=O)C(C)(C)C N-((5-cyclopropyl-7-(3-methyl-2,4-dioxoimidazolidin-1-yl)pyrazolo[1,5-a]pyridin-2-yl)methyl)-2-methylpropane-2-sulfinamide